CC1=NC(=NO1)C1=CC=C2C=CN=C(C2=C1)NCCC(=O)O 3-[[7-(5-methyl-1,2,4-oxadiazol-3-yl)-1-isoquinolyl]amino]propanoic acid